(4S)-N-(4-Chloro-3-methylphenyl)-N,1-dimethyl-4H,5H,6H-pyrrolo[3,4-c]pyrazole-4-carboxamide hydrochloride Cl.ClC1=C(C=C(C=C1)N(C(=O)[C@H]1NCC=2N(N=CC21)C)C)C